3-((3-(methyl(phenyl)amino)phenethyl)amino)propan-1-ol CN(C=1C=C(CCNCCCO)C=CC1)C1=CC=CC=C1